((6R,8aR)-octahydropyrrolo[1,2-a]pyrazin-6-yl)methanol C1[C@@H]2N(CCN1)[C@H](CC2)CO